(R)-(4-(4-(difluoromethyl)pyrazolo[1,5-a]pyridin-2-yl)-1,4,6,7-tetrahydro-5H-imidazo[4,5-c]pyridin-5-yl)(2-(2-fluoropropan-2-yl)oxazol-5-yl)methanone FC(C=1C=2N(C=CC1)N=C(C2)[C@@H]2N(CCC1=C2N=CN1)C(=O)C1=CN=C(O1)C(C)(C)F)F